(+/-)-(trans)-3-methoxycyclopentan-1-amine hydrochloride Cl.CO[C@@H]1C[C@H](CC1)N |r|